(Z)-N-(2-amino-2-oxoethyl)-3-chloro-N-(3-chloro-5-(pyrimidin-2-yl)benzyl)acrylamide NC(CN(C(\C=C/Cl)=O)CC1=CC(=CC(=C1)C1=NC=CC=N1)Cl)=O